Tert-butyl 4-{4-[7'-(2-methylcyclopentyl)-6'-oxospiro[cyclopropane-1,5'-pyrrolo[2,3-d]pyrimidin]-2'-ylamino]piperidin-1-ylsulfonyl}-1,4-diazepane-1-carboxylate CC1C(CCC1)N1C(C2(C3=C1N=C(N=C3)NC3CCN(CC3)S(=O)(=O)N3CCN(CCC3)C(=O)OC(C)(C)C)CC2)=O